C(#N)C1=CC=C(C=2N1N=CC2)N2C[C@@H](O[C@@H](C2)C)C(=O)NCCOCCO (2r,6r)-4-(7-cyanopyrazolo[1,5-a]pyridin-4-yl)-N-[2-(2-hydroxyethoxy)ethyl]-6-methyl-morpholine-2-carboxamide